methyl 4-((3-(4-((3-fluoro-1-methylpiperidin-4-yl)amino)-1-(2,2,2-trifluoroethyl)-1H-indol-2-yl)prop-2-yn-1-yl)amino)-3-methoxybenzoate FC1CN(CCC1NC1=C2C=C(N(C2=CC=C1)CC(F)(F)F)C#CCNC1=C(C=C(C(=O)OC)C=C1)OC)C